3-chloro-5-fluoro-benzoic acid ClC=1C=C(C(=O)O)C=C(C1)F